N-[(3-Trimethoxysilyl)propyl]ethylenediaminetriacetic acid CO[Si](CCCN(CCN(CC(=O)O)CC(=O)O)CC(=O)O)(OC)OC